FC(C=1C(=CC(=NC1)OC)C(C(=O)N1C[C@]2(CC1)NC1=NC(=C(C=C1CC2)C2=NC=CC=N2)C)C)F 2-[5-(difluoromethyl)-2-methoxypyridin-4-yl]-1-[(2S)-7-methyl-6-(pyrimidin-2-yl)-3,4-dihydro-1H-spiro[1,8-naphthyridine-2,3'-pyrrolidin]-1'-yl]propan-1-one